tert-butyl (R)-3-(N'-(tert-butyldimethylsilyl)sulfamimidoyl)-6,7-dihydro-5H-pyrazolo[5,1-b][1,3]oxazin-6-yl-(methyl)carbamate [Si](C)(C)(C(C)(C)C)N=S(N)(=O)C=1C=NN2C1OC[C@@H](C2)N(C(OC(C)(C)C)=O)C